C(CCCCCCCCC)(=O)[O-].C(CCCCCCCCC)(=O)[O-].C(CCCCCCCCC)(=O)[O-].[Bi+3].[Si](C)(C)(C(C)(C)C)OCC=1N=C(SC1)N1CCOCC1 4-(4-(((tert-butyldimethylsilyl)oxy)methyl)thiazol-2-yl)morpholine bismuth trisdecanoate